FC1=C(C(=O)NC2=C(C=CC=C2)C)C=C(C(=C1)F)F 2,4,5-trifluoro-N-(2-methylphenyl)benzamide